CN1C=NN=C1 (E)-4-methyl-1,2,4-triazole